ClC1=CC2=C(NC(=N2)C)C=C1C1=CC2=C(N=C(N=C2)NC2=CC=C(C=C2)N2CCN(CC2)N(C)C)N2C1=NN=C2 6-(5-chloro-2-methyl-1H-benzo[d]imidazol-6-yl)-N-(4-(4-(dimethylamino)piperazin-1-yl)phenyl)-[1,2,4]triazolo[4',3':1,6]pyrido[2,3-d]pyrimidin-2-amine